Cl.N=1N2C(=CC1C=1C=C(C(=NC1)N)C(F)(F)F)[C@]1(CC2)CNCC1 |r| (rac)-5-(5',6'-dihydrospiro[pyrrolidine-3,4'-pyrrolo[1,2-b]pyrazol]-2'-yl)-3-(trifluoromethyl)pyridin-2-amine hydrochloride